6-fluoro-3-((8-methoxy-2-(6-methoxypyridin-3-yl)-2,3-dihydrobenzo[b][1,4]dioxin-6-yl)methyl)-3H-imidazo[4,5-b]pyridine FC=1C=C2C(=NC1)N(C=N2)CC2=CC1=C(OC(CO1)C=1C=NC(=CC1)OC)C(=C2)OC